2-(1-methyl-1H-pyrazol-4-yl)pyrazolo[1,5-a]pyrazin-4(5H)-one CN1N=CC(=C1)C1=NN2C(C(NC=C2)=O)=C1